C(CC)N1C=CC2=CC=CC=C12 N-propylindole